S1C2=C(C=C1)C(=CC=C2)N2CCN(CC2)CCCCOC2=CC=C1C=CC(N(C1=C2)COC(=O)C2NCCC2)=O Pyrrolidine-2-carboxylic acid 7-[4-(4-benzo[b]thiophen-4-ylpiperazin-1-yl)butoxy]-2-oxo-2H-quinolin-1-ylmethyl ester